(5-(1-methyl-1H-pyrazol-4-yl)thieno[3,2-b]pyridin-3-yl)(phenyl)methanone CN1N=CC(=C1)C1=CC=C2C(=N1)C(=CS2)C(=O)C2=CC=CC=C2